N-((5-phenylisoxazol-3-yl)methyl)propiolamide C1(=CC=CC=C1)C1=CC(=NO1)CNC(C#C)=O